O-((2-((tert-butyldimethylsilyl) oxy) cyclopentyl) methyl) hydrazinethiocarboxylate N(N)C(OCC1C(CCC1)O[Si](C)(C)C(C)(C)C)=S